tert-Butyl 3-[[2-chloro-4-(trifluoromethyl)phenyl]sulfanylmethyl]azetidine-1-carboxylate ClC1=C(C=CC(=C1)C(F)(F)F)SCC1CN(C1)C(=O)OC(C)(C)C